FC(OC1=CC=C(CC=2C(OC3=C(C(=CC=C3C2)O)O)=O)C=C1)(F)F (4'-trifluoromethoxybenzyl)-7,8-dihydroxycoumarin